chloro-1-isopropyl-1H-pyrazolo[4,3-b]pyridine ClC1=NN(C=2C1=NC=CC2)C(C)C